Cl.NCC1=CC=C(C=C1)NC(C(C)C1=CC=2NC3=CC(=CC=C3C2C=C1)F)=O N-(4-(aminomethyl)phenyl)-2-(7-fluoro-9H-carbazol-2-yl)propanamide hydrochloride